[Pd](Cl)Cl.C(C)#N.C(C)#N bis(acetonitrile) palladium dichloride